Lithium-Aluminium-Germanium Phosphat (S)-quinuclidin-3-yl-(5-(4-butoxyphenyl)-2,2-dimethyl-2,3-dihydro-1H-inden-1-yl)carbamate N12CC(C(CC1)CC2)N(C([O-])=O)[C@H]2C(CC1=CC(=CC=C21)C2=CC=C(C=C2)OCCCC)(C)C.P(=O)([O-])([O-])[O-].[Ge+2].[Al+3].[Li+]